FC=1C=C(C=C(C1)F)C1(CC1)C=1C=C2C(=NNC2=CC1)C=1C(=C(C(=O)N)C=CC1N1CCN(CC1)C)NC1CCOCC1 (5-(1-(3,5-difluorophenyl)cyclopropyl)-1H-indazol-3-yl)-4-(4-methylpiperazin-1-yl)-2-((tetrahydro-2H-pyran-4-yl)amino)benzamide